N-(5-(((2S,4R)-4-((5-fluoro-4-methylpyridin-2-yl)oxy)-2-methylpyrrolidin-1-yl)methyl)thiazol-2-yl)acetamide FC=1C(=CC(=NC1)O[C@@H]1C[C@@H](N(C1)CC1=CN=C(S1)NC(C)=O)C)C